triazecine N1=NN=CC=CC=CC=C1